ethyl 4-(1-(benzyloxy)-5-(3',5'-difluoro-[1,1'-biphenyl]-3-yl)-1H-pyrazol-4-yl)piperidine-1-carboxylate C(C1=CC=CC=C1)ON1N=CC(=C1C=1C=C(C=CC1)C1=CC(=CC(=C1)F)F)C1CCN(CC1)C(=O)OCC